tetravinyl-tetrahydroxy-cyclotetrasilanol C(=C)O[Si]1([Si]([Si]([Si]1(O)O)(C=C)C=C)(O)O)C=C